6-methyl-[3,4'-bipyridin]-3'-amine CC1=CC=C(C=N1)C1=C(C=NC=C1)N